NC1=NC=CC=C1S 2-amino-3-pyridinethiol